6-bromo-2-(tetrahydro-2H-pyran-4-yl)quinoline BrC=1C=C2C=CC(=NC2=CC1)C1CCOCC1